FC1=CC(=C2C(=C(N(C2=C1)C1=CC=C(C=C1)F)C(F)(F)F)C1=CC=C(C(=O)O)C=C1)O 4-[6-fluoro-1-(4-fluorophenyl)-4-hydroxy-2-(trifluoromethyl)indol-3-yl]benzoic acid